C(C)OC(CC1=CC=C(C=C1)CC(=O)NC1=C(C=C(C(=C1)Cl)Br)C=O)=O 2-(4-(2-((4-bromo-5-chloro-2-formylphenyl)amino)-2-oxoethyl)phenyl)acetic acid ethyl ester